ClC1=CC=C(C=C1)C1=NCC=2N(C3=C1C(=C(S3)C#CC3=CC=C(C=N3)O)C)C(=NN2)C 6-((4-(4-chlorophenyl)-3,9-dimethyl-6H-thieno[3,2-f][1,2,4]triazolo[4,3-a][1,4]diazepin-2-yl)ethynyl)pyridin-3-ol